BrC=1C(=NC=NC1C1CC1)O 5-bromo-6-cyclopropylpyrimidin-4-ol